2-(3-hydroxy-5-sulfonato-1H-indol-2-yl)-3-oxoindole-5-sulfonate OC1=C(NC2=CC=C(C=C12)S(=O)(=O)[O-])C1=NC2=CC=C(C=C2C1=O)S(=O)(=O)[O-]